C(C=C)OC=1C=NC2=CC(=NC(=C2C1)OC1CCC(CC1)NC1=NC(=CC(=N1)C#N)C)N1CCOCC1 2-[[4-[(3-allyloxy-7-morpholino-1,6-naphthyridin-5-yl)oxy]cyclohexyl]amino]-6-methyl-pyrimidine-4-carbonitrile